S1C(=NN=C1)NC(/C=C/C(=O)OCC)=O (E)-ethyl 4-((1,3,4-thiadiazol-2-yl)amino)4-oxobut-2-enoate